ClC=1N=C(N2N=C(N=CC21)N[C@H]2[C@@H](CN(CC2)C(=O)OC(C)(C)C)F)C(C)C tert-butyl (3R,4R)-4-({5-chloro-7-isopropylimidazo[4,3-f][1,2,4]triazin-2-yl}amino)-3-fluoropiperidine-1-carboxylate